CN(C(/C=C/CC[C@H](C(=O)NC=1C(N(C=CC1)CC1=NC2=C(N1CC(C)C)C=CC(=C2)F)=O)CN(C([O-])=O)C)=O)C (S,E)-7-(Dimethylamino)-1-((1-((5-fluoro-1-isobutyl-1H-benzo[d]imidazol-2-yl)methyl)-2-oxo-1,2-dihydropyridin-3-yl)amino)-1,7-dioxohept-5-en-2-yl-dimethylcarbamat